SCSC(SCS)SCS tri(mercaptomethylthio)methane